(S)-2-((4-((2-hydroxy-1-phenylethyl)amino)-5-(5-(pyridin-3-yl)-1,3,4-oxadiazol-2-yl)pyridin-2-yl)amino)-7,7-dimethyl-6-propyl-6,7-dihydro-5H-pyrrolo[3,4-b]pyridin-5-one OC[C@H](C1=CC=CC=C1)NC1=CC(=NC=C1C=1OC(=NN1)C=1C=NC=CC1)NC1=CC=C2C(=N1)C(N(C2=O)CCC)(C)C